NC1=C2C=NN(C2=CC(=C1)C#N)C 4-amino-1-methyl-1H-indazole-6-carbonitrile